BrC1=CC(=C(CNC2=C(C=NC3=NC(=CC=C23)OC)CO)C(=C1)F)F (4-((4-bromo-2,6-difluorobenzyl)amino)-7-methoxy-1,8-naphthyridin-3-yl)methanol